(1S,2S)-N-((5-chloro-6-((3-methylisoxazol-5-yl)methoxy)-1H-indol-2-yl)methyl)-2-hydroxycyclopentane-1-carboxamide ClC=1C=C2C=C(NC2=CC1OCC1=CC(=NO1)C)CNC(=O)[C@@H]1[C@H](CCC1)O